CC1=NC(=CC(=N1)C=1C=C(C=CC1)C=1N=C(SC1)NC([C@H](COC)NC(=O)C1=CN(C=C1)S(=O)(=O)C)=O)C N-[(1S)-2-[[4-[3-(2,6-dimethylpyrimidin-4-yl)phenyl]thiazol-2-yl]amino]-1-(methoxymethyl)-2-oxo-ethyl]-1-methylsulfonyl-pyrrole-3-carboxamide